NCC=1C=C(C=CC1)N1N=C(C=C1C(=O)NC1=C(C=CC(=C1)C(C1=CC=CC=C1)NCC1CC1)F)C(F)(F)F (-)-1-(3-(aminomethyl)phenyl)-N-(5-((cyclopropylmethylamino)(phenyl)methyl)-2-fluorophenyl)-3-(trifluoromethyl)-1H-pyrazole-5-carboxamide